C(C1=CC=CC=C1)OC=1C=CC2=C(C(=C(O2)C)C(=O)N[C@@H]2CN(C[C@H]2F)C(=O)OC(C)(C)C)C1 tert-butyl trans-3-(5-(benzyloxy)-2-methylbenzofuran-3-carboxamido)-4-fluoropyrrolidine-1-carboxylate